2-({6-methylimidazo[1,2-b]pyridazin-2-yl}methyl)-5-phenyl-1,2-dihydro-2,7-naphthyridin-1-one CC=1C=CC=2N(N1)C=C(N2)CN2C(C1=CN=CC(=C1C=C2)C2=CC=CC=C2)=O